CC(C)(CC(C)O)O 2-methyl-2,4-pentandiol